FC(S(=O)(=O)OC1CC(C1)OC1CCN(CC1)C(=O)OC(C)(C)C)(F)F tert-butyl 4-[3-(trifluoromethylsulfonyloxy)cyclobutoxy]piperidine-1-carboxylate